F[C@H]1[C@@H](CN(CC1)C1=NC2=C(N1CC=1SC(=NN1)C)C=C(C=C2)F)N (3R,4R)-4-Fluoro-1-(6-fluoro-1-((5-methyl-1,3,4-thiadiazol-2-yl)methyl)-1H-benzo[d]imidazol-2-yl)piperidin-3-amin